3-[(4-FORMYLPIPERIDIN-1-YL)METHYL]BENZAMIDE C(=O)C1CCN(CC1)CC=1C=C(C(=O)N)C=CC1